1-(5-Chloro-3-fluoropyridin-2-yl)-3-[(3R)-1-[2'-(diethylphosphoryl)-2,3-difluoro-[1,1'-biphenyl]-4-yl]-2-oxopiperidin-3-yl]urea ClC=1C=C(C(=NC1)NC(=O)N[C@H]1C(N(CCC1)C1=C(C(=C(C=C1)C1=C(C=CC=C1)P(=O)(CC)CC)F)F)=O)F